CC1C2CCC(CN1C)N2C2=C(C(=O)NC1(CC1)C=1C=3C4=C(C(N(C4=CC1)C)=O)C=CC3)C=CC=C2 2-methyl-N-(1-(1-methyl-2-oxo-1,2-dihydrobenzo[cd]indol-6-yl)cyclopropyl)-3-methyl-3,8-diazabicyclo[3.2.1]octane-8-yl-benzamide